2-[1-(3-chlorophenyl)-1H-pyrazol-3-yl]acetic acid ClC=1C=C(C=CC1)N1N=C(C=C1)CC(=O)O